N1CCCCC1 1h,2h,3h,4h,5h-pyridin